2-amino-4-((1-hydroxyhexan-3-yl)amino)-6-(4-(piperazine-1-carbonyl)benzyl)pyrimido[4,5-d]pyridazin-5(6H)-one NC=1N=C(C2=C(C=NN(C2=O)CC2=CC=C(C=C2)C(=O)N2CCNCC2)N1)NC(CCO)CCC